C1(=CC=CC=C1)C(C(=O)NC(C(=O)O)CC1=CC=C(C=C1)I)=C 2-phenylpropenamido-3-(4-iodophenyl)-propionic acid